tris-(1-aziridinyl)phosphine oxide N1(CC1)P(N1CC1)(N1CC1)=O